tetradecyl 2-(2-oxopyrrolidin-1-yl)acetate O=C1N(CCC1)CC(=O)OCCCCCCCCCCCCCC